5-(piperazin-1-yl)quinazoline-8-carboxamide N1(CCNCC1)C1=C2C=NC=NC2=C(C=C1)C(=O)N